6-(2-amino-5-bromo-6-fluoropyridin-3-yl)-7-fluoro-4-methylisoquinolin-1(2H)-one NC1=NC(=C(C=C1C=1C=C2C(=CNC(C2=CC1F)=O)C)Br)F